6-(5-chloro-6-fluoro-7-(isopropylamino)-1H-indazol-4-yl)-N-(tetrahydrofuran-3-yl)imidazo[1,2-a]pyrazin-2-amine ClC=1C(=C2C=NNC2=C(C1F)NC(C)C)C=1N=CC=2N(C1)C=C(N2)NC2COCC2